5-bromo-N-(2,4-dimethoxybenzyl)-2,4-difluoro-N-(1,2,4-thiadiazol-5-yl)benzenesulfonamide BrC=1C(=CC(=C(C1)S(=O)(=O)N(C1=NC=NS1)CC1=C(C=C(C=C1)OC)OC)F)F